4-(1-piperidylmethyl)-2-hydroxypyridine N1(CCCCC1)CC1=CC(=NC=C1)O